methyl 3-[tert-butyl (dimethyl)silyl]oxy-2-methyl-benzoate [Si](C)(C)(C(C)(C)C)OC=1C(=C(C(=O)OC)C=CC1)C